OC1=C2C(CCCC2=C(C2=CC(=C3[C@H]4[C@H]5C(OC3=C21)([C@@]2([C@@](O5)(O4)C)OC2)OC)C)OC)=O (2R,2'R,3a'S,4'S)-12'-hydroxy-7',13a'-dimethoxy-2',5'-dimethyl-3a',4',8',9',10',13a'-hexahydro-2'H,11'H-spiro[oxirane-2,1'-[2,4]epoxyfuro[3,2-b]naphtho[2,3-h]chromen]-11'-one